behenyl cerotate C(CCCCCCCCCCCCCCCCCCCCCCCCC)(=O)OCCCCCCCCCCCCCCCCCCCCCC